C(C1=CC=CC=C1)OC1C(NCCC1=O)C 3-benzyloxy-2-methyl-4-oxopiperidin